(S)-3-fluoro-4-(2-hydroxypropan-2-yl)-N'-(((R)-3-methyl-1,2,3,5,6,7-hexahydrodicyclopenta[b,e]pyridin-8-yl)carbamoyl)thiophene-2-sulfonimidamide FC1=C(SC=C1C(C)(C)O)[S@](=O)(N)=NC(NC1=C2C(=NC3=C1CCC3)[C@@H](CC2)C)=O